N-(cyanomethyl)-4-(5-(3,5-dichlorophenyl)-5-(trifluoromethyl)-4,5-dihydroisoxazol-3-yl)-N-(2,2-difluoroethyl)-2-methylbenzamide C(#N)CN(C(C1=C(C=C(C=C1)C1=NOC(C1)(C(F)(F)F)C1=CC(=CC(=C1)Cl)Cl)C)=O)CC(F)F